((3-((4-bromophenyl)difluoromethyl)-1,2,4-oxadiazol-5-yl)methyl)acrylic acid BrC1=CC=C(C=C1)C(C1=NOC(=N1)CC(C(=O)O)=C)(F)F